6-bromo-7-fluoroquinolin-2(1H)-one BrC=1C=C2C=CC(NC2=CC1F)=O